C(C1=CC=CC=C1)C1CNCCC1 3-benzyl-piperidine